N-(4-(5-(4-methoxyphenyl)isoxazol-3-yl)phenyl)acrylamide COC1=CC=C(C=C1)C1=CC(=NO1)C1=CC=C(C=C1)NC(C=C)=O